C(C1=CC=CC=C1)O[C@@H]1C[C@@H]2[C@@H](OCCN2C=2N=NC(=CC2)C2=C(C=C(C=C2C)C)OCC2=CC=CC=C2)C1 |r| rac-(4aR,6R,7aS)-6-benzyloxy-4-[6-(2-benzyloxy-4,6-dimethyl-phenyl)pyridazin-3-yl]-3,4a,5,6,7,7a-hexahydro-2H-cyclopenta[b][1,4]oxazine